6-Isopropyl-5-(8-methoxy-[1,2,4]triazolo[1,5-a]pyridin-6-yl)-1-(1-methylpiperidin-4-yl)-1,3-dihydro-2H-benzo[d]imidazol-2-on C(C)(C)C=1C(=CC2=C(N(C(N2)=O)C2CCN(CC2)C)C1)C=1C=C(C=2N(C1)N=CN2)OC